2-fluoro-4-(1-methyl-1H-pyrazol-4-yl)benzaldehyde FC1=C(C=O)C=CC(=C1)C=1C=NN(C1)C